FC(=CC=C)F 1,1-Difluoro-1,3-butadiene